methylenedipropionamide C(CCC(=O)N)CCC(=O)N